(4-acrylamidobenzamido)-N-(2-(dimethylamino)-1-(tetrahydro-2H-pyran-4-yl)ethyl)-6,6-dimethyl-4,6-dihydropyrrolo[3,4-c]pyrazole-5(1H)-carboxamide C(C=C)(=O)NC1=CC=C(C(=O)NN2N=CC3=C2C(N(C3)C(=O)NC(CN(C)C)C3CCOCC3)(C)C)C=C1